C(#N)C=1C=NN2C1C(=CC(=C2)C=2C=NN(C2C)C2CCN(CC2)C(=O)OC(C)(C)C)O[C@H](C)C2=NC=CN=C2 tert-Butyl 4-(4-[3-cyano-4-[(1R)-1-(pyrazin-2-yl)ethoxy]pyrazolo[1,5-a]pyridin-6-yl]-5-methylpyrazol-1-yl)piperidine-1-carboxylate